NC=1C=2N(C3=CC(=C(C=C3N1)F)C(=O)N1C(CCC(C1)(F)F)C1=NC=C(C=C1)C(F)(F)F)C=NC2 (4-amino-7-fluoroimidazo[1,5-a]quinoxalin-8-yl)(5,5-difluoro-2-(5-(trifluoromethyl)pyridin-2-yl)piperidin-1-yl)methanone